ClC1=CC=C(CN2N(C3=C(CNCC3)C2=O)C)C=C1 2-(4-Chlorobenzyl)-1-methyl-1,2,4,5,6,7-hexahydro-3H-pyrazolo[4,3-c]pyridin-3-one